CN1C(=NC2=C1C=CC(=C2)C2=NC=C(C=C2C2=CN=C(O2)CCC(C)(C)F)F)C 5-(2-(1,2-dimethyl-1H-benzo[d]imidazol-5-yl)-5-fluoropyridin-3-yl)-2-(3-fluoro-3-methylbutyl)oxazole